3-chloro-N-(5-cyano-2-(4-(2,4-difluorophenoxy)piperidin-1-yl)phenyl)-2,6-di-Methoxybenzamide ClC=1C(=C(C(=O)NC2=C(C=CC(=C2)C#N)N2CCC(CC2)OC2=C(C=C(C=C2)F)F)C(=CC1)OC)OC